BrC1=CC(=C2N(C1=O)C(NC2=O)(C2=CC(=CC=C2)C(F)(F)F)C)Cl 6-bromo-8-chloro-3-methyl-3-(3-(trifluoromethyl)phenyl)-2,3-dihydro-imidazo[1,5-a]pyridine-1,5-dione